(naphthalene-1,4-diyl)bis(benzoxazole) C1(=CC=C(C2=CC=CC=C12)C=1OC2=C(N1)C=CC=C2)C=2OC1=C(N2)C=CC=C1